Cl.FC1=C(C=CC(=C1C(F)(F)F)OC)C(C)N 1-(2-fluoro-4-methoxy-3-(trifluoromethyl)phenyl)ethan-1-amine hydrochloride